C(=O)(OC(C)(C)C)NN1[CH-]OC(C1=O)CSC N-(Boc-amino)-5-methylthiomethyl-2-oxazolidone